ClC=1C=C(OC2=C(C=C(C=C2)NC(CC2=C(C=CC=C2)F)=O)S(N)(=O)=O)C=CC1 N-[4-(3-chlorophenoxy)-3-sulfamylphenyl]-2-(2-fluorophenyl)acetamide